(3-acetyl-1-(2-((3S)-3-((3-chloro-2-fluorobenzyl)carbamoyl)-5-((dimethylamino)methyl)-2-azabicyclo[3.1.0]hexan-2-yl)-2-oxoethyl)-1H-indol-6-yl)phosphonic acid C(C)(=O)C1=CN(C2=CC(=CC=C12)P(O)(O)=O)CC(=O)N1C2CC2(C[C@H]1C(NCC1=C(C(=CC=C1)Cl)F)=O)CN(C)C